4-(6-bromopyridin-3-yl)benzimidamide BrC1=CC=C(C=N1)C1=CC=C(C(N)=N)C=C1